C(N)(O)=O.NC(=O)OCC urethane (carbamate)